CN1C([C@H](NC(C=2C=CC3=C(C[C@]4(C(NC=5N=CC(CCCOCCOCC1)=CC45)=O)C3)C2)=O)CC=2C=C3C=NNC3=C(C2)C)=O (1R,10R)-12-methyl-10-[(7-methyl-1H-indazol-5-yl)methyl]-15,18-dioxa-9,12,24,26-tetrazapentacyclo[20.5.2.11,4.13,7.025,28]hentriaconta-3,5,7(30),22(29),23,25(28)-hexaene-8,11,27-trione